tert-butyl 5-(bis(4H-benzo[d][1,3]dioxin-6-yl)methylene)hexahydrocyclopenta[c]pyrrole-2(1H)-carboxylate O1COCC2=C1C=CC(=C2)C(=C2CC1C(CN(C1)C(=O)OC(C)(C)C)C2)C2=CC1=C(OCOC1)C=C2